(S)-2-chloro-4-fluoro-5-(3,5-dimethyl-2,6-dioxo-4-thioxo-1,3,5-triazin-1-yl)benzoic acid ClC1=C(C(=O)O)C=C(C(=C1)F)N1C(N(C(N(C1=O)C)=S)C)=O